3-(pyridin-2-yldisulfanyl)-propionic acid N1=C(C=CC=C1)SSCCC(=O)O